Methyl-1-ethylpyrrolidinium chlorid [(E)-[amino-[3-[2-[benzenesulfonyl(methyl)amino]-2-(1,3-benzothiazol-2-yl)ethyl]phenyl]methylene]amino]acetate N\C(\C1=CC(=CC=C1)CC(C=1SC2=C(N1)C=CC=C2)N(C)S(=O)(=O)C2=CC=CC=C2)=N\CC(=O)[O-].[Cl-].C[N+]2(CCCC2)CC.C[N+]2(CCCC2)CC